N-(2-(4,4-difluorocyclohexyl)-4-(2,5-difluorophenyl)pyridin-3-yl)-2-isopropyl-N-methylpyrimidine-5-carboxamide FC1(CCC(CC1)C1=NC=CC(=C1N(C(=O)C=1C=NC(=NC1)C(C)C)C)C1=C(C=CC(=C1)F)F)F